C[Si]1(N([Si](CC1)(C)C)CC[Li])C 2,2,5,5-tetramethyl-1-(2-lithioethyl)-1-aza-2,5-Disilacyclopentane